1-(4-bromo-2,6-diisopropylphenyl)-2-(2-methyldibenzo[b,d]furan-4-yl)-1H-benzo[d]imidazole BrC1=CC(=C(C(=C1)C(C)C)N1C(=NC2=C1C=CC=C2)C2=CC(=CC1=C2OC2=C1C=CC=C2)C)C(C)C